CN(C)CC12CC(C1)(C2)N 3-[(dimethylamino)methyl]bicyclo[1.1.1]pentan-1-amine